chloro-6-fluoro-4-oxo-1-[3-(pyridin-3-yl)-1,2,4-thiadiazol-5-yl]-1,4-dihydro-1,8-naphthyridine ClC=1N(C2=NC=C(C=C2C(C1)=O)F)C1=NC(=NS1)C=1C=NC=CC1